3-((3R,5S)-3-((5-(6-(hydroxymethyl)pyrimidin-4-yl)-1H-pyrrolo[2,3-b]pyridin-4-yl)amino)-5-methylpiperidin-1-yl)-3-oxopropanenitrile OCC1=CC(=NC=N1)C=1C(=C2C(=NC1)NC=C2)N[C@H]2CN(C[C@H](C2)C)C(CC#N)=O